5-Chloro-3-(5-methoxypyridin-2-yl)-1-methyl-1H-pyrazole-4-carbaldehyde ClC1=C(C(=NN1C)C1=NC=C(C=C1)OC)C=O